ethyl (3-(4-hydroxy-3-methoxybenzyl)-6-(1-methyl-1H-pyrazol-4-yl)-3H-imidazo[4,5-b]pyridin-2-yl)carbamate OC1=C(C=C(CN2C(=NC=3C2=NC=C(C3)C=3C=NN(C3)C)NC(OCC)=O)C=C1)OC